2-(1-(3-chlorophenyl)-1H-pyrazol-3-yl)-N-(5-cyclopropyl-1H-pyrazol-3-yl)acetamide ClC=1C=C(C=CC1)N1N=C(C=C1)CC(=O)NC1=NNC(=C1)C1CC1